C(C)O[Si](CCCSSSSCCC[Si](OCC)(OCC)OCC)(OCC)OCC 3-triethoxysilylpropyl tetrasulphide